4-[3-(5-Hydroxypyridin-3-yl)-5-(trifluoromethyl)benzoyl]piperazin OC=1C=C(C=NC1)C=1C=C(C(=O)N2CCNCC2)C=C(C1)C(F)(F)F